C(C)N(C(=O)N[C@H](C(F)(F)F)C)C(C(F)(F)F)C=1C=NC(=C(C1)C=1N=C(C=2N(C1)C=CN2)OC)OC 1-ethyl-1-(2,2,2-trifluoro-1-(6-methoxy-5-(8-methoxyimidazo[1,2-a]pyrazin-6-yl)pyridin-3-yl)ethyl)-3-((S)-1,1,1-trifluoropropan-2-yl)urea